C(CCCCCCC)(=O)OC\C=C(\CC\C=C(\CCC=C(C)C)/C)/C (E,E)-3,7,11-Trimethyl-2,6,10-dodecatrienyl octanoate